BrC1=C(C=CC=C1)C=1N=CN(C1)CC1=CC=C(C=C1)OC 4-(2-bromophenyl)-1-(4-methoxybenzyl)-1H-imidazole